N1(CCNCC1)C(=O)C=1C=NC=C(C1)C1=CC=CC=2N1N=CC2C(=O)N2CCCCC2 Piperazin-1-yl-(5-(3-(piperidine-1-carbonyl)pyrazolo[1,5-a]pyridin-7-yl)pyridin-3-yl)methanone